N1(CCCCC1)C1CC(C1)N1C(C2(CCNCC2)C2=CC=CC=C12)=O 1-[(1s,3s)-3-(piperidin-1-yl)cyclobutyl]-1,2-dihydrospiro[indole-3,4'-piperidin]-2-one